(4-((3-(benzo[d][1,3]dioxol-5-yl)-2-bromobenzyl)oxy)-3-chlorophenyl)-2-cyanoacrylamide O1COC2=C1C=CC(=C2)C=2C(=C(COC1=C(C=C(C=C1)C=C(C(=O)N)C#N)Cl)C=CC2)Br